O.C([O-])([O-])=O.[La+3].C([O-])([O-])=O.C([O-])([O-])=O.[La+3] lanthanum (iii) carbonate hydrate